methoxy-N-(1-(neopentylamino)hexan-2-yl)benzenesulfonamide COC1=C(C=CC=C1)S(=O)(=O)NC(CNCC(C)(C)C)CCCC